CN(C=1C=NC=CC1)C 3-(dimethylamino)pyridine